(2-amino-6-(thiazol-5-yl)imidazo[1,2-a]pyridin-3-yl)((1s,2s)-2-fluorocyclopropyl)methanone NC=1N=C2N(C=C(C=C2)C2=CN=CS2)C1C(=O)[C@H]1[C@H](C1)F